5-bromo-1-(3-fluoro-4-methylbenzyl)-4-(3-methyl-1,2,4-oxadiazol-5-yl)-1,3-dihydro-2H-benzo[b]azepin-2-one BrC=1C2=C(N(C(CC1C1=NC(=NO1)C)=O)CC1=CC(=C(C=C1)C)F)C=CC=C2